(6S)-3-[2,6-Difluoro-4-[2-(3-pyridyl)ethynyl]phenyl]-1-methyl-spiro[hexahydropyrimidine-6,1'-indane]-2,4-dione FC1=C(C(=CC(=C1)C#CC=1C=NC=CC1)F)N1C(N([C@@]2(CCC3=CC=CC=C23)CC1=O)C)=O